BrC1=CC=C(C=C1)[C@H](C(=O)N1CCN(CC1)C=1C2=C(N=CN1)[C@@H](C[C@H]2C)O)CCNCCO (R)-2-(4-bromophenyl)-1-(4-((5R,7R)-7-hydroxy-5-methyl-6,7-dihydro-5H-cyclopenta[d]pyrimidin-4-yl)piperazin-1-yl)-4-(2-hydroxyethylamino)butan-1-one